1-(2-Amino-2-carboxyethyl)pseudouridine NC(CN1C=C([C@H]2[C@H](O)[C@H](O)[C@@H](CO)O2)C(NC1=O)=O)C(=O)O